C(C)OC(=O)C=1C=C2N(CCN(C2=O)CCNC2=NC=CC3=CC=C(C=C23)C2=NOC(=N2)C)C1C 6-methyl-2-[2-[[7-(5-methyl-1,2,4-oxadiazol-3-yl)-1-isoquinolinyl]amino]ethyl]-1-oxo-3,4-dihydropyrrolo[1,2-a]pyrazine-7-carboxylic acid ethyl ester